5-bromo-2-(trifluorometh-oxy)pyridine BrC=1C=CC(=NC1)OC(F)(F)F